tert-butoxycarbonyl-3-benzoyl-2,5-dimethylindole C(C)(C)(C)OC(=O)C1=C2C(=C(NC2=CC=C1C)C)C(C1=CC=CC=C1)=O